formic acid, cyanate C(=O)OC#N